(S)-2-(7-methoxy-4-oxo-benzo[d][1,2,3]triazin-3(4H)-yl)-N-(1-(4-(trifluoromethoxy)phenyl)ethyl)acetamide COC=1C=CC2=C(N=NN(C2=O)CC(=O)N[C@@H](C)C2=CC=C(C=C2)OC(F)(F)F)C1